C[C@@H]1CC[C@H](C(=O)C1)C(C)C The molecule is a menthone that is cyclohexanone substituted by a methyl and an isopropyl group at positions 5 and 2 respectively (the 2S,5R-stereoisomer). It is an enantiomer of a (+)-menthone.